[C@H]12OC[C@H](N(C1)C1=CC=3C(=C(N=NC3N[C@H](C)C=3C(=C(C#N)C=CC3)C)Cl)C=N1)C2 3-((R)-1-((7-((1R,4R)-2-oxa-5-azabicyclo[2.2.1]heptan-5-yl)-4-chloropyrido[3,4-d]pyridazin-1-yl)amino)ethyl)-2-methylbenzonitrile